(R)-2-(6-(2H-tetrazol-5-yl)quinolin-4-yl)-7-chloro-10-(3-(4-chloro-3,5-dimethylphenoxy)propyl)-4-methyl-6-(1,3,5-trimethyl-1H-pyrazol-4-yl)-3,4-dihydropyrazino[1,2-a]indol-1(2H)-one N=1NN=NC1C=1C=C2C(=CC=NC2=CC1)N1C(C=2N(C=3C(=C(C=CC3C2CCCOC2=CC(=C(C(=C2)C)Cl)C)Cl)C=2C(=NN(C2C)C)C)[C@@H](C1)C)=O